FC=1C=CC=C2/C(/C(NC12)=O)=N/NC(NC1=CC=C(C=C1)[N+](=O)[O-])=S (Z)-2-(7-fluoro-2-oxoindolin-3-ylidene)-N-(4-nitrophenyl)hydrazinecarbothioamide